4-([6-amino-5-(4-phenoxyphenyl)pyrimidin-4-yl] amino methyl)piperidine-1-carboxylate NC1=C(C(=NC=N1)NCC1CCN(CC1)C(=O)[O-])C1=CC=C(C=C1)OC1=CC=CC=C1